C1(CCCCC1)[C@@H](C(=O)N1CCN(CC1)C(=O)C=1N(C2=CC(=C(C=C2C1)F)F)CCOCCOCCO)NC([C@H](C)NC)=O (S)-N-((S)-1-cyclohexyl-2-(4-(5,6-difluoro-1-(2-(2-(2-hydroxy-ethoxy)ethoxy)ethyl)-1H-indole-2-carbonyl)piperazin-1-yl)-2-oxoethyl)-2-(methylamino)propan-amide